N1C=NC2=C1C=CC(=C2)N2C(NC(C2C2=CC=C(C=C2)OCCC)=O)=O 1-(1H-Benzo[d]imidazol-5-yl)-5-(4-propoxyphenyl)imidazolidin-2,4-dion